C1(=C2N(C=N1)CCC2)C(C(NC=2SC=CN2)=O)N2CC1=C(C=C(C=C1C2=O)C2=CC=C(C=C2)N2CC1(C2)CN(CC1)C(=O)OC(C)(C)C)F tert-Butyl 2-(4-(2-(1-(6,7-dihydro-5H-pyrrolo[1,2-c]imidazol-1-yl)-2-oxo-2-(thiazol-2-ylamino)ethyl)-7-fluoro-3-oxoisoindolin-5-yl)phenyl)-2,6-diazaspiro[3.4]octane-6-carboxylate